ClC1=NC(=NC(=N1)C1=C(C(=C(C2=C(C(=C(C(=C12)[2H])[2H])[2H])[2H])[2H])[2H])[2H])C1=CC2=CC=C(C=C2C=C1)C1=CC=CC=C1 2-chloro-4-(naphthalen-1-yl-d7)-6-(6-phenylnaphthalen-2-yl)-1,3,5-triazine